N-{4-cyclobutoxy-[1,3]thiazolo[5,4-c]pyridin-2-yl}-3-{[3-(5-methyl-1,2,4-oxadiazol-3-yl)phenyl]formamido}propenamide C1(CCC1)OC1=NC=CC2=C1SC(=N2)NC(C=CNC(=O)C2=CC(=CC=C2)C2=NOC(=N2)C)=O